CC=1C=CC=C2C=CC=C(C12)N1CC=2N=C(N=C(C2CC1)N1C[C@@H](NCC1)CC#N)OCCCN1[C@@H]2CO[C@H](C1)C2 2-[(2S)-4-[7-(8-methyl-1-naphthyl)-2-[3-[(1S,4S)-2-oxa-5-azabicyclo[2.2.1]heptan-5-yl]propoxy]-6,8-dihydro-5H-pyrido[3,4-d]pyrimidin-4-yl]piperazin-2-yl]acetonitrile